bicyclo[3.1.0]Hexane TFA salt OC(=O)C(F)(F)F.C12CCCC2C1